fluoro-2-hydroxy-5-((3-phenyl-1,2,4-thiadiazol-5-yl)sulfonyl)benzaldehyde FC=1C(=C(C=O)C=C(C1)S(=O)(=O)C1=NC(=NS1)C1=CC=CC=C1)O